BrC1=CC2=CN(N=C2C=C1OC)[C@H]1[C@@H](C[C@@]2(CCC(N2C)=O)CC1)C |r| Rac-(5s,7r,8r)-8-(5-bromo-6-methoxy-2H-indazol-2-yl)-1,7-dimethyl-1-azaspiro[4.5]Decan-2-one